FC1=C(C(=O)N[C@H](C)\C=C\S(=O)(=O)C)C=CC(=C1)N1C(CCC1)C1=C(C=C(C=C1)F)C 2-Fluoro-4-(2-(4-fluoro-2-methylphenyl)pyrrolidin-1-yl)-N-((R,E)-4-(methylsulfonyl)but-3-en-2-yl)benzamide